CC=1C(=NC(=NC1)NC=1C=NC(=CC1)N1CCCC1)NC=1C=CC2=C(NC(O2)=O)C1 5-(5-methyl-2-(6-(pyrrolidin-1-yl)pyridin-3-ylamino)pyrimidin-4-ylamino)benzo[d]oxazol-2(3H)-one